(R)-N4-(1-(3-amino-5-(trifluoromethyl)phenyl)ethyl)-N2-methyl-6-(4-methylpiperazin-1-yl)pyrido[3,4-d]pyrimidine-2,4-diamine NC=1C=C(C=C(C1)C(F)(F)F)[C@@H](C)NC=1C2=C(N=C(N1)NC)C=NC(=C2)N2CCN(CC2)C